3-(3-(3-methyl-2-oxoimidazolidin-1-yl)piperidine-1-yl)-1,2,4-triazine-6-carboxamide CN1C(N(CC1)C1CN(CCC1)C=1N=NC(=CN1)C(=O)N)=O